C(C1=CC=CC=C1)OCCC(CN)CCOC 2-[2-(benzyloxy)ethyl]-4-methoxybutan-1-amine